6-((3-(3-chloro-2-methylphenyl)azetidin-3-yl)amino)-2-methylisoindolin-1-one ClC=1C(=C(C=CC1)C1(CNC1)NC1=CC=C2CN(C(C2=C1)=O)C)C